ClC=1C2=C(N=CN1)N(C=C2B2OC(C(O2)(C)C)(C)C)C 4-chloro-7-methyl-5-(4,4,5,5-tetramethyl-1,3,2-dioxaborolan-2-yl)pyrrolo[2,3-d]pyrimidine